7-bromo-6-chloro-4-methylcinnoline BrC1=C(C=C2C(=CN=NC2=C1)C)Cl